C(CCCCCCCCCCCCCCCCCCCCC)(=O)OCCCCCCCCCCCCCCCCCCCC arachidyl behenate